ClC=1N=NC(=CC1C(=O)NCC=1NC(SC1)=O)Cl 3,6-dichloro-N-[(2-oxo-2,3-dihydro-1,3-thiazol-4-yl)methyl]pyridazine-4-carboxamide